ClC=1C(=C(C(=C(C1C)C(OCC)OCC)O)C/C=C(/C=C/[C@@]1([C@H](C(CC[C@H]1C)=O)C)C)\C)OC (2R,3R,4R)-3-[(1E,3E)-5-[3-chloro-5-(diethoxymethyl)-6-hydroxy-2-methoxy-4-methylphenyl]-3-methylpenta-1,3-dien-1-yl]-2,3,4-trimethylcyclohexan-1-one